C(C=C)OCCC=O 3-(PROP-2-EN-1-YLOXY)PROPANAL